FC(C=1C=CC2=C(NC(=N2)C=O)C1)(F)F 6-(trifluoromethyl)-1H-benzo[d]imidazol-2-carbaldehyde